(S)-tert-butyl 3-isopropyl-4-((3-oxo-7-(trifluoromethyl)isoindolin-5-yl)methyl)piperazine-1-carboxylate C(C)(C)[C@H]1CN(CCN1CC=1C=C2C(NCC2=C(C1)C(F)(F)F)=O)C(=O)OC(C)(C)C